2-(4-(3-cyanophenyl)-7-oxo-1,7-dihydro-6H-pyrazolo[3,4-d]pyridazin-6-yl)-N-(2,2-difluorobenzo[d][1,3]dioxol-5-yl)-N-ethylacetamide C(#N)C=1C=C(C=CC1)C=1C2=C(C(N(N1)CC(=O)N(CC)C1=CC3=C(OC(O3)(F)F)C=C1)=O)NN=C2